tert-butyl (S)-5-amino-4-(4-((4-(2-morpholinopropan-2-yl)benzyl)oxy)-1-oxoisoindolin-2-yl)-5-oxopentanoate NC([C@H](CCC(=O)OC(C)(C)C)N1C(C2=CC=CC(=C2C1)OCC1=CC=C(C=C1)C(C)(C)N1CCOCC1)=O)=O